C[C@H]1N([C@@H](CN(C1)C=1OC2=C(N1)C=CC(=C2)C(F)(F)F)C)C(=O)OC2CC1(CN(C1)CC1=CC=CC=C1)C2 2-benzyl-2-azaspiro[3.3]heptan-6-yl (2R,6R)-2,6-dimethyl-4-[6-(trifluoromethyl)-1,3-benzoxazol-2-yl]piperazine-1-carboxylate